COC=1C=C(C=CC1OC)/C=C(/C(=O)C1=CC(=NC(=C1)OC)OC)\C (E)-3-(3,4-dimethoxyphenyl)-1-(2,6-dimethoxypyridin-4-yl)-2-methylpropan-2-en-1-one